C1(=CC(=CC=C1)OC=1C=C(C=CC1Br)N1C=2C=C(C(=C(C2C2=C(C(=C(C(=C12)[2H])[2H])C1=C(C(=C(C(=C1[2H])[2H])[2H])[2H])[2H])[2H])[2H])[2H])[2H])C1=CC=CC=C1 9-(3-([1,1'-biphenyl]-3-yloxy)-4-bromophenyl)-3-(phenyl-d5)-9H-carbazole-1,2,4,5,6,7-d6